Ethyl-1-methylcyclopropancarboxylat C(C)OC(=O)C1(CC1)C